2-(3-chloro-5-(phenanthr-9-yl)phenyl)-4,6-diphenyl-1,3,5-triazine ClC=1C=C(C=C(C1)C=1C2=CC=CC=C2C=2C=CC=CC2C1)C1=NC(=NC(=N1)C1=CC=CC=C1)C1=CC=CC=C1